2-[2-(2-{2-[2-(2-aminoethoxy)ethoxy]acetamido}ethoxy)ethoxy]acetic acid NCCOCCOCC(=O)NCCOCCOCC(=O)O